7-(8-Chloro-7-fluoro-3-((3-oxo-1,2,3,5,6,10b-hexahydropyrrolo[2,1-a]isoquinoline-9-yl)amino)isoquinolin-6-yl)-8-methyl-2,3-dihydro-1H-pyrido[2,3-b][1,4]oxazine-1-carboxylate ClC=1C(=C(C=C2C=C(N=CC12)NC1=CC=C2CCN3C(C2=C1)CCC3=O)C3=C(C1=C(OCCN1C(=O)[O-])N=C3)C)F